beta-methylenepyridine-2-ethanol C=C(CO)C1=NC=CC=C1